CN(C(=O)C1=CC2=C(N=C(N=C2)NC2=NC=C(C=C2)N2CCN(CC2)CCO)N1C1CCCC1)C 7-Cyclopentyl-2-{5-[4-(2-hydroxy-ethyl)-piperazin-1-yl]-pyridin-2-ylamino}-7H-pyrrolo[2,3-d]pyrimidine-6-carboxylic acid dimethylamide